2',3'-dihydro-spiro[cyclopentane-1,1'-indene] C12(CCC3=CC=CC=C13)CCCC2